S1NC(C2=C1C=CC=C2)=O 1,2-benzisothiazol-3(3H)-one